O1C(=CC=C1)C1=CC=C(C=C1)CNC(=O)C1N(C(CN(C1)CC1=C(C=CC=C1)O)C)C(C(C)C)=O N-{[4-(furan-2-yl)phenyl]methyl}-4-[(2-hydroxyphenyl)methyl]-6-methyl-1-(2-methylpropanoyl)piperazine-2-carboxamide